1-((1R,2S,5R)-2-isopropyl-5-methylcyclohexyl)-4-(4-phenoxyphenyl)-1H-1,2,3-triazole C(C)(C)[C@H]1[C@@H](C[C@@H](CC1)C)N1N=NC(=C1)C1=CC=C(C=C1)OC1=CC=CC=C1